4-(4-(4-bromophenyl)-piperidin-1-yl)-2-cyclopropylbenzonitrile BrC1=CC=C(C=C1)C1CCN(CC1)C1=CC(=C(C#N)C=C1)C1CC1